FC(C(=O)O)(F)F.N1CC(C1)N1N=CC(=C1)C=1N=C(C=2N(C1C1=C(C=C(C=C1)F)OC)N=CC2)Cl 6-[1-(azetidin-3-yl)pyrazol-4-yl]-4-chloro-7-(4-fluoro-2-methoxy-phenyl)pyrazolo[1,5-a]pyrazine trifluoroacetate